F[C@@H]1C[C@@]2(CCCN2C1)COC=1N=C(C2=C(N1)C(=C(N=C2)C2=CC(=CC1=CC=C(C(=C21)C#C)F)O)F)N2CCC(CC2)OC 4-(2-{[(2r,7as)-2-fluoro-hexahydro-1H-pyrrolizin-7a-yl]methoxy}-8-fluoro-4-(4-methoxypiperidin-1-yl)pyrido[4,3-d]pyrimidin-7-yl)-5-ethynyl-6-fluoronaphthalen-2-ol